C1=CS23(C=N1)(OP(=O)(O2)O3)C(=O)O carboxythiazole phosphate